ClC1=C(CC=2N(C(N(N2)C)=O)CC2CCC(CC2)(F)F)C(=CC=C1)F 5-(2-chloro-6-fluorobenzyl)-4-((4,4-difluorocyclohexyl)methyl)-2-methyl-2,4-dihydro-3H-1,2,4-triazol-3-one